N-{(2S,3R)-2-[(3'-chloro[1,1'-biphenyl]-3-yl)methyl]-4,4-difluoro-1-[(2R)-oxolane-2-carbonyl]pyrrolidin-3-yl}methanesulfonamide ClC=1C=C(C=CC1)C1=CC(=CC=C1)C[C@@H]1N(CC([C@@H]1NS(=O)(=O)C)(F)F)C(=O)[C@@H]1OCCC1